C(C1=CC=CC=C1)OCC(=O)N(C=1SC(=C(N1)C(=O)NC1C(CC1)(C)C)C)C1=CC(=NC(=C1)F)F 2-[(2-benzyloxyacetyl)-(2,6-difluoro-4-pyridinyl)amino]-N-(2,2-dimethylcyclobutyl)-5-methyl-thiazole-4-carboxamide